trans-(±)-N-(3,4-dichlorophenyl)-9-fluoro-6,7,8,9-tetrahydro-5H-5,8-epiminocyclohepta[d]pyrimidine-10-carboxamide ClC=1C=C(C=CC1Cl)NC(=O)N1C2CCC1C(C=1N=CN=CC12)F